N[C@@H]1CN(CC[C@H]1F)C1=NC2=C(N1CC(=O)N(CC(F)(F)F)C)C=CC(=C2)Cl 2-(2-((3R,4R)-3-amino-4-fluoropiperidin-1-yl)-5-chloro-1H-benzo[d]imidazol-1-yl)-N-methyl-N-(2,2,2-trifluoroethyl)acetamide